tert-Butyl 3-(4-amino-5-bromopyrrolo[2,1-f][1,2,4]triazin-7-yl)-3-hydroxypyrrolidine-1-carboxylate NC1=NC=NN2C1=C(C=C2C2(CN(CC2)C(=O)OC(C)(C)C)O)Br